(Ra)-6-(1-((R)-1-(4-(2-Ethoxypyridin-4-yl)phenyl)ethyl)-1H-indazol-7-carboxamido)spiro[3.3]heptan C(C)OC1=NC=CC(=C1)C1=CC=C(C=C1)[C@@H](C)N1N=CC2=CC=CC(=C12)C(=O)NC1CC2(CCC2)C1